NC1=C(C2=C(C=C1C1=C3C=NNC3=CC=C1C)C1=NC(=CC=C1O2)F)C#N 7-amino-2-fluoro-8-(5-methyl-1H-indazol-4-yl)benzofuro[3,2-b]pyridine-6-carbonitrile